4-methyl-valeryl-CoA CC(CCC(=O)SCCNC(CCNC([C@@H](C(COP(OP(OC[C@@H]1[C@H]([C@H]([C@@H](O1)N1C=NC=2C(N)=NC=NC12)O)OP(=O)(O)O)(=O)O)(=O)O)(C)C)O)=O)=O)C